3-[2-amino-3-chloro-4-(trifluoromethyl)phenoxy]benzonitrile NC1=C(OC=2C=C(C#N)C=CC2)C=CC(=C1Cl)C(F)(F)F